C(CCCCC(=O)OCC(COC(CCCCC(=O)OCC\C=C/CCCCC)=O)(CO)COC(CC12CC(C1)C2)=O)(=O)OCC\C=C/CCCCC O6-[2-[[2-(1-bicyclo[1.1.1]pentanyl)acetyl]oxymethyl]-2-(hydroxymethyl)-3-[6-[(Z)-non-3-enoxy]-6-oxo-hexanoyl]oxy-propyl] O1-[(Z)-non-3-enyl] hexanedioate